C[C@@H]1N(CCN(C1)C1=NC=C(C=N1)C(F)(F)F)C(=O)NC1=C(C=CC=C1)O[C@H](C)C1=CNC(C(=C1)C(F)(F)F)=O (S)-2-methyl-N-((R)-1-(6-oxo-5-(trifluoromethyl)-1,6-dihydropyridin-3-yl)ethoxyPhenyl)-4-(5-(trifluoromethyl)pyrimidin-2-yl)piperazine-1-carboxamide